4-(sec-butoxy)-6-(4-fluorostyryl)-2-hydroxy-3-(3-methylbut-2-en-1-yl)benzoic acid C(C)(CC)OC1=C(C(=C(C(=O)O)C(=C1)C=CC1=CC=C(C=C1)F)O)CC=C(C)C